N1=CC=C(C=C1)CCCN1C=CC=C1 1-(3-(pyridin-4-yl)propyl)-1H-pyrrole